N[Pt-2](N)(Cl)(Cl)(Cl)Cl cis-diaminoplatinum (IV) tetrachloride